5-Cyano-3-methyl-N-(3-(5-morpholinopyridin-3-yl)-1H-indazol-5-yl)picolinamide C(#N)C=1C=C(C(=NC1)C(=O)NC=1C=C2C(=NNC2=CC1)C=1C=NC=C(C1)N1CCOCC1)C